C(C1=CC=CC=C1)OC=1C(=C(C=C(C1F)C(F)(F)F)C1=NN(C2=NC(=NC=C21)C2N(CCCC2)CC2=CC=CC=C2)C)F 3-(3-(benzyloxy)-2,4-difluoro-5-(trifluoromethyl)phenyl)-6-(1-benzylpiperidin-2-yl)-1-methyl-1H-pyrazolo[3,4-d]pyrimidine